Ethyl 6-(1-cyclobutyl-1H-pyrazol-4-yl)-2-fluoro-3-[({1-[2-fluoro-4-(trifluoromethoxy) phenyl]cyclopropyl}carbonyl) amino]benzoate C1(CCC1)N1N=CC(=C1)C1=CC=C(C(=C1C(=O)OCC)F)NC(=O)C1(CC1)C1=C(C=C(C=C1)OC(F)(F)F)F